C(C1=CC=C(C(=S)OCC2=C(C(=C(C=C2C)C(C)(C)C)O)C)C=C1)(=S)OCC1=C(C(=C(C=C1C)C(C)(C)C)O)C bis(4-tert-butyl 3-hydroxy-2,6-dimethyl benzyl) dithioterephthalate